Methyl (Z)-1-(4-amino-2-fluorobut-2-en-1-yl)-4-(3-(diethoxyphosphoryl)phenyl)-1H-benzo[d][1,2,3]triazole-6-carboxylate hydrochloride Cl.NC\C=C(\CN1N=NC2=C1C=C(C=C2C2=CC(=CC=C2)P(=O)(OCC)OCC)C(=O)OC)/F